Tert-butyl 2-(methoxy-d3)-7-azaspiro[3.5]nonane-7-carboxylate C(OC1CC2(C1)CCN(CC2)C(=O)OC(C)(C)C)([2H])([2H])[2H]